6-[(1S,4S,5R)-5-{[5-cyclopropyl-3-(2,6-dichlorophenyl)-1,2-oxazol-4-yl]methoxy}-2-azabicyclo[2.2.1]heptan-2-yl]-5-fluoropyridine-3-carboxylic acid C1(CC1)C1=C(C(=NO1)C1=C(C=CC=C1Cl)Cl)CO[C@H]1[C@@H]2CN([C@H](C1)C2)C2=C(C=C(C=N2)C(=O)O)F